1'-((1s,4s)-4-isopropyl-cyclohexyl)-2-(2-(2-oxopiperidin-1-yl)ethyl)-1,2-dihydro-3H-spiro[isoquinoline-4,4'-piperidin]-3-one C(C)(C)C1CCC(CC1)N1CCC2(CC1)C(N(CC1=CC=CC=C12)CCN1C(CCCC1)=O)=O